tricyclohexyl-phosphane C1(CCCCC1)P(C1CCCCC1)C1CCCCC1